6-Methyl-2-(3,3,3-trifluoropropoxy)pyrimidin-4-amine CC1=CC(=NC(=N1)OCCC(F)(F)F)N